N-(2-amino-1-(3-chlorophenyl)ethyl)-1-(5-methyl-2-((tetrahydrofuran-3-yl)amino)pyrimidin-4-yl)-1H-imidazole-4-carboxamide NCC(C1=CC(=CC=C1)Cl)NC(=O)C=1N=CN(C1)C1=NC(=NC=C1C)NC1COCC1